CC=1C=C2CCN=CC2=CC1 6-methyl-3,4-dihydroisoquinolin